O[C@H]1[C@](O[C@@H]([C@H]1O)CO)(C#N)C1=CC=C2C(=NC=NN21)O (2R,3R,4S,5R)-3,4-dihydroxy-5-(hydroxymethyl)-2-(4-hydroxypyrrolo[2,1-f][1,2,4]triazin-7-yl)tetrahydrofuran-2-carbonitrile